Cl.CN(C[C@@H]([C@@](CC)(O)C1=CC(=CC=C1)OC)C)C (2S,3R)-1-(Dimethylamino)-3-(3-methoxyphenyl)-2-methylpentan-3-ol hydrochloride salt